BrC(C(C([2H])([2H])[2H])([2H])[2H])([2H])Br dibromo(2H6)propane